BrC=1C(=C(C(=NC1)F)F)C(C)(C)O 2-(5-bromo-2,3-difluoro-4-pyridinyl)propan-2-ol